1-(2-((4-(5-(azetidine-1-yl)pyridin-3-yl)-1H-1,2,3-triazol-1-yl)methyl)imidazo[1,2-a]pyridin-6-yl)-N-(cyclobutylmethyl)methylamine N1(CCC1)C=1C=C(C=NC1)C=1N=NN(C1)CC=1N=C2N(C=C(C=C2)CNCC2CCC2)C1